(aminoethylaminomethyl)phenyltrimethoxysilane NCCNCCO[Si](OC)(OC)C1=CC=CC=C1